O[C@@H](C(=O)O)CC=1C=NC(=CC1)C(F)(F)F (2R)-2-hydroxy-3-[6-(trifluoromethyl)-3-pyridinyl]Propionic acid